C1(C=CC(N1C(COC1C(=O)NC(C1)=O)C)=O)=O [β-Maleimidopropyloxy]succinimide